C(C)(C)OC=1C(=C(C=CC1)[N+](=O)[O-])C isopropoxy-2-methyl-1-nitrobenzene